S1C(=CC=C1)[SnH3] Thiophene-2-yl-stannane